C12(CC(C1)C2)N2N=NC(=C2)C2=CC(=C(COC1=CC=CC(=N1)C1=CC(=C(CC3=NC4=C(N3C[C@H]3OCC3)C=C(C=C4)C(=O)O)C=C1F)F)C=C2)F (S)-2-(4-(6-((4-(1-(bicyclo[1.1.1]pentan-1-yl)-1H-1,2,3-triazol-4-yl)-2-fluorobenzyl)oxy)pyridin-2-yl)-2,5-difluorobenzyl)-1-(oxetan-2-ylmethyl)-1H-benzo[d]imidazole-6-carboxylic acid